FC1=CC=C(C=C1)C=1C(=NC=NC1C1=CC=CC=C1)C(=O)OCC ethyl 5-(4-fluorophenyl)-6-phenylpyrimidine-4-carboxylate